O1CC(C1)CC(=O)N (oxetan-3-yl)-acetamide